4,4-Bis-(4-Hydroxy-3-Nitrophenyl)-Valeric Acid OC1=C(C=C(C=C1)C(CCC(=O)O)(C)C1=CC(=C(C=C1)O)[N+](=O)[O-])[N+](=O)[O-]